2-(7-cyano-5-fluorobenzo[b]thiophen-2-yl)-4-methylthiazole-5-carboxylic acid C(#N)C1=CC(=CC2=C1SC(=C2)C=2SC(=C(N2)C)C(=O)O)F